ClC1=CC=C(C=C1)C1=C(N=C(O1)N1C(C2=CC=CC=C2C1)=O)N1C=CC=2C=CC=NC2C1=O 7-(5-(4-chlorophenyl)-2-(1-oxoisoindolin-2-yl)oxazol-4-yl)-1,7-naphthyridin-8(7H)-one